(S)-methyl 2-((4-(6-((4-cyano-2-fluorobenzyl) oxy) pyridin-2-yl) piperidin-1-yl) methyl)-3-(oxetan-2-ylmethyl)-3H-thieno[2,3-d]imidazole-5-carboxylate C(#N)C1=CC(=C(COC2=CC=CC(=N2)C2CCN(CC2)CC2=NC3=C(N2C[C@H]2OCC2)SC(=C3)C(=O)OC)C=C1)F